ClC1=C(OC2=C(C=C(C=C2)NS(=O)(=O)C)C=2C3=C(C(N(C2)C)=O)NC=C3)C=CC(=C1)F N-[4-(2-chloro-4-fluorophenoxy)-3-(6-methyl-7-oxo-6,7-dihydro-1H-pyrrolo[2,3-c]pyridin-4-yl)phenyl]methanesulfonamide